N,N-dimethyl-N-octadecylammonium bromide [Br-].C[NH+](CCCCCCCCCCCCCCCCCC)C